C(C1=CC=CC=C1)OC([C@@H](CCCC(=O)C1=NC=CC(=C1)Cl)C)=O (R)-6-(4-chloropyridin-2-yl)-2-methyl-6-oxohexanoic acid benzyl ester